N-hydroxy-3-(3-phenylsulfonylphenyl)acrylamide ONC(C=CC1=CC(=CC=C1)S(=O)(=O)C1=CC=CC=C1)=O